2-(4-methoxyphenyl)-2,3-dihydrobenzo[b][1,4]dioxin-6-carboxamide COC1=CC=C(C=C1)C1COC2=C(O1)C=CC(=C2)C(=O)N